C(CCCCCCCCCCC)(=O)OC\C=C(/C)\CC(C=C(C)C)C 5-methyl-geranyl laurate